O1C[C@H](CC1)C=1N=C2C(=NC1)NC=C2C2CCN(CC2)C(=O)C2=CC=C(C=C2)OC(F)(F)F |r| (rac)-[4-(2-Tetrahydrofuran-3-yl-5H-pyrrolo[2,3-b]pyrazin-7-yl)-1-piperidyl]-[4-(trifluoromethoxy)phenyl]methanone